3-(trimethoxysilyl)propyl ether CO[Si](CCCOCCC[Si](OC)(OC)OC)(OC)OC